CC1S(C=CC=C1)=N methylthiopyrimidone